OC(CCCCCN(CCCCO[Si](C(C)(C)C)(C1=CC=CC=C1)C1=CC=CC=C1)CCCCCC(CSCCCCC)O)CSCCCCC 9-(6-hydroxy-7-(pentylthio)heptyl)-2,2-dimethyl-3,3-diphenyl-4-oxa-17-thia-9-aza-3-siladocosan-15-ol